N-(4-(3,4-dihydroxyphenyl)thiazol-2-yl)-2-(4-isobutylphenyl)propionamide OC=1C=C(C=CC1O)C=1N=C(SC1)NC(C(C)C1=CC=C(C=C1)CC(C)C)=O